(S)-2-(4-bromophenylsulphonamido)-3-(1H-indol-3-yl)-N-(3-phenylpropyl)propanamide BrC1=CC=C(C=C1)S(=O)(=O)N[C@H](C(=O)NCCCC1=CC=CC=C1)CC1=CNC2=CC=CC=C12